(S)-7-(benzylthio)-5-bromo-2-(3,3-dimethylbut-2-yl)isoindol-1-one C(C1=CC=CC=C1)SC=1C=C(C=C2CN(C(C12)=O)[C@@H](C)C(C)(C)C)Br